1-(7-((7-methyl-6-azaspiro[3.4]octan-6-yl)sulfonyl)-3,4-dihydroisoquinolin-2(1H)-yl)-2-phenylethan-1-one CC1N(CC2(CCC2)C1)S(=O)(=O)C1=CC=C2CCN(CC2=C1)C(CC1=CC=CC=C1)=O